NC1=CC=C(C(=O)N2CCS(CC2)(=O)=O)C=C1 4-(4-aminobenzoyl)-1,1-dioxo-1,4-thiazinane